N-(3-carboxypropyl)maleimide C(=O)(O)CCCN1C(C=CC1=O)=O